O=C([C@H](O)[C@@H](O)[C@@H](O)[C@H](O)C(=O)O)O.CN(C(OC1=CC=C2C(=C(C(OC2=C1)=O)CC1=C(C(=CC=C1)NS(NC)(=O)=O)F)CN(C)C)=O)C 4-((dimethylamino)methyl)-3-(2-fluoro-3-((N-methylsulfamoyl)amino)benzyl)-2-oxo-2H-chromen-7-yl dimethylcarbamate galactaric acid salt